Dimethyl 2-bromoisophthalate BrC1=C(C(=O)OC)C=CC=C1C(=O)OC